BrC(C(=O)OCC)C 2-Ethyl bromopropionate